5-(5-bromothiophen-2-yl)-2-(((2-(dimethylamino)ethyl)amino)methylene)cyclohexane BrC1=CC=C(S1)C1CCC(CC1)=CNCCN(C)C